(13S)-6-fluoro-3-methyl-2,10,15,19,20,23-hexaazapentacyclo[15.5.2.110,13.04,9.020,24]pentacosa-1(23),4(9),5,7,17(24),18,21-heptaen-16-one FC1=CC=2C(NC=3C=CN4N=CC(C(NC[C@@H]5CCN(C2C=C1)C5)=O)=C4N3)C